FCCN1CC(C1)N1N=C2N(C(N(CC2=C1)C1CCN(CC1)C1=C(C=CC=C1C)F)=O)CC1=C(C=CC=C1)C(F)(F)F 2-[1-(2-Fluoro-ethyl)-azetidin-3-yl]-5-[1-(2-fluoro-6-methyl-phenyl)-piperidin-4-yl]-7-(2-trifluoromethyl-benzyl)-2,4,5,7-tetrahydro-pyrazolo[3,4-d]pyrimidin-6-on